3-(4-Methyl-3-oxo-1,3-dihydroisobenzofuran-1-yl)propanoic acid CC1=C2C(OC(C2=CC=C1)CCC(=O)O)=O